C12(CC3CC(CC(C1)C3)C2)C2=C(C=CC(=C2)Br)O 2-((3r,5r,7r)-adamantane-1-yl)-4-bromophenol